C12CCC(CC1)N2CC(=O)NC=2N=CC1=CC=C(C=C1C2)C2=CN=CS2 2-(7-azabicyclo[2.2.1]heptan-7-yl)-N-(6-(thiazol-5-yl)isoquinolin-3-yl)acetamide